4-(3,6-diazabicyclo[3.1.1]heptane-6-yl)-2-(2,6-dioxopiperidin-3-yl)-7-fluoroisoindoline C12CNCC(N1C1=C3CN(CC3=C(C=C1)F)C1C(NC(CC1)=O)=O)C2